(S)-1-(3-(benzothien-3-yl)-2-(dimethylamino)propyl)-3-(thiophen-3-ylmethyl)urea S1C=C(C2=C1C=CC=C2)C[C@@H](CNC(=O)NCC2=CSC=C2)N(C)C